C(C)C1=C(C=CC=C1)C=1OC2=C(C1)C=CC(=C2)OCCCCCCCCCCCCOC(C=C)=O acrylic acid 12-[2-(2-ethyl-phenyl)-benzofuran-6-yloxy]-dodecyl ester